C(C1=CC=CC=C1)C=1SC(=CC(C1)=C(C#N)C#N)C=CC1=CC=C(C=C1)N(C)C 2-(2-benzyl-6-(4-(dimethylamino)styryl)-4H-thiopyran-4-ylidene)malononitrile